BrC=1C=C2C(=C(C=NC2=CC1)Cl)N1C[C@H]([C@H](CC1)NC([O-])=O)O (cis-1-(6-bromo-3-chloroquinolin-4-yl)-3-hydroxypiperidin-4-yl)carbamate